bis(2,2'-bipyridine) ruthenium bis(hexafluorophosphate) salt F[P-](F)(F)(F)(F)F.F[P-](F)(F)(F)(F)F.[Ru+2].N1=C(C=CC=C1)C1=NC=CC=C1.N1=C(C=CC=C1)C1=NC=CC=C1